NC1CCC(CC1)CN1C(N(C(C1(C)C)=O)COCC[Si](C)(C)C)=O 1-(((1s,4s)-4-Aminocyclohexyl)methyl)-5,5-dimethyl-3-((2-(trimethylsilyl)ethoxy)methyl)imidazolidine-2,4-dione